N-(2-fluorophenyl)formamide 1-ethylhexyl-9-[[4-[3,5-bis[4-[bis[9-(1-ethylhexoxy)-9-oxo-nonyl]amino]butanoylamino]anilino]-4-oxo-butyl]-[9-(1-ethylhexoxy)-9-oxo-nonyl]amino]nonanoate C(C)C(CCCCC)OC(CCCCCCCCN(CCCCCCCCC(=O)OC(CCCCC)CC)CCCC(=O)NC1=CC(=CC(=C1)NC(CCCN(CCCCCCCCC(OC(CCCCC)CC)=O)CCCCCCCCC(OC(CCCCC)CC)=O)=O)NC(CCCN(CCCCCCCCC(OC(CCCCC)CC)=O)CCCCCCCCC(=O)OC(CCCCC)CC)=O)=O.FC1=C(C=CC=C1)NC=O